C(C=C)NC(=O)C=1C(=C(C(=CC1CCCCC)O)C1=CC(=CC=C1)C)O N-allyl-2,6-dihydroxy-3'-methyl-4-pentyl-[1,1'-biphenyl]-3-carboxamide